FC1(CCN(CC1)C(=O)NCCCCCCCCCCCCC(=O)O)F 13-(4,4-difluoropiperidine-1-carboxamido)tridecanoic acid